NC1=NC=2C3=C(C(CC2C=N1)(C)C)C(=NN3C3OCCCC3)C(=O)NC=3SC=C(N3)CC(=O)N3CCC(CC3)(N3CCC(CC3)C)C 8-amino-N-{4-[2-(4,4'-dimethyl-1,4'-bipiperidin-1'-yl)-2-oxoethyl]-1,3-thiazol-2-yl}-4,4-dimethyl-1-(tetrahydro-2H-pyran-2-yl)-4,5-dihydro-1H-pyrazolo[4,3-H]quinazoline-3-carboxamide